ClC1=C2C(=NC=C1OC=1C=NN3C1C=NC=C3)N=C(N2C)NC=2C(N(C=C(C2)C(F)(F)F)[C@@H]2COCCC2)=O (S)-3-((7-chloro-1-methyl-6-(pyrazolo[1,5-a]pyrazin-3-yloxy)-1H-imidazo[4,5-b]pyridin-2-yl)amino)-1-(tetrahydro-2H-pyran-3-yl)-5-(trifluoromethyl)pyridin-2(1H)-one